4-bromo-N-(5-methoxy-2-(4-(4-phenylthiazol-2-yl)piperazine-1-carbonyl)phenyl)benzenesulfonamide BrC1=CC=C(C=C1)S(=O)(=O)NC1=C(C=CC(=C1)OC)C(=O)N1CCN(CC1)C=1SC=C(N1)C1=CC=CC=C1